1-(10Z-heptadecanoyl)-sn-glycero-3-phosphoethanolamine C(CCCCCCCCCCCCCCCC)(=O)OC[C@@H](O)COP(=O)(O)OCCN